NC1=NC=NC(=C1C1=CCC(CC1)C(=O)O)NC=1C=C2C=NNC2=CC1OC 4-(4-amino-6-((6-methoxy-1H-indazol-5-yl)amino)pyrimidine-5-yl)cyclohex-3-ene-1-methanoic acid